2-[(4-chloroquinolin-7-yl)oxy]-2-methylpropan-1-ol ClC1=CC=NC2=CC(=CC=C12)OC(CO)(C)C